C(C)(C)(C)OC(=O)NCC1=CC=C(C(=O)OC2OC(C(C23C24C(OC3(CC2OC(C4)=O)C(C)(C)C)=O)OC(C4=CC=C(C=C4)CNC(=O)OC(C)(C)C)=O)=O)C=C1 6'-(tert-butyl)-2',4',5-trioxohexahydro-4'H,6'H-spiro[furan-3,8'-[3a,6]methanofuro[3,2-c]pyran]-2,4-diyl bis(4-(((tert-butoxycarbonyl) amino) methyl) benzoate)